CS(=O)(=O)C1=NC=C(C=N1)C#CCCCC(=O)N 6-(2-(methanesulfonyl)pyrimidin-5-yl)-hex-5-ynamide